FC1=CC=C2C(=NNC2=C1)N1CCN(CC1)CC=1C=C2CN(C(C2=CC1)=O)N1C(NC(CC1)=O)=O 1-(5-((4-(6-fluoro-1H-indazol-3-yl)piperazin-1-yl)methyl)-1-oxoisoindolin-2-yl)dihydropyrimidine-2,4(1H,3H)-dione